6-(2-hydroxy-3-chlorobenzylamino)-9-β-D-arabinofuranosylpurine OC1=C(CNC2=C3N=CN(C3=NC=N2)[C@H]2[C@@H](O)[C@H](O)[C@H](O2)CO)C=CC=C1Cl